[Cl-].C(C(=C)C)(=O)NCCC[N+](C)(C)C (3-(methacrylamido)propyl)trimethylammonium chloride